(S)-2-(4-(7-(5-chloroisoquinolin-4-yl)-2-((tetrahydro-1H-pyrrolizin-7a(5H)-yl)methoxy)quinazolin-4-yl)-1-(2-fluoroacryloyl)piperazin-2-yl)acetonitrile ClC1=C2C(=CN=CC2=CC=C1)C1=CC=C2C(=NC(=NC2=C1)OCC12CCCN2CCC1)N1C[C@@H](N(CC1)C(C(=C)F)=O)CC#N